[F-].[Mg+2].[Ag+].[F-].[F-] silver-magnesium fluoride